methyl cis-2-((3-((S)-3-(3,5-difluorophenyl)isoxazolidine-2-carbonyl)cyclobutyl)amino)pyrimidine-4-carboxylate FC=1C=C(C=C(C1)F)[C@H]1N(OCC1)C(=O)[C@H]1C[C@H](C1)NC1=NC=CC(=N1)C(=O)OC